6-bromo-1-methyl-4-((tetrahydro-2H-pyran-4-yl)(o-tolyl)methyl)-1,4-dihydropyrazolo[3',4':4,5]pyrrolo[3,2-b]pyridine-3-carboxylic acid methyl ester COC(=O)C1=NN(C2=C1N(C=1C2=NC=C(C1)Br)C(C1=C(C=CC=C1)C)C1CCOCC1)C